COC(C1=C(C(=C(C=C1N)F)F)F)=O 6-amino-2,3,4-trifluorobenzoic acid methyl ester